C(C)N1C(NC2=C(C(=CC=3C2=C1N=CN3)CN3CCN(CC3)C=3C=CC(=NC3C)C(=O)NC3CCN(CC3)C)F)=O 5-(4-((3-ethyl-9-fluoro-2-oxo-2,3-dihydro-1H-pyrimido[4,5,6-de]quinazolin-8-yl)methyl)piperazin-1-yl)-6-methyl-N-(1-methylpiperidin-4-yl)picolinamide